dibutyltin bis(monobutyl maleate) C(CCC)/C(/C(=O)[O-])=C/C(=O)[O-].C(CCC)/C(/C(=O)[O-])=C/C(=O)[O-].C(CCC)[Sn+4]CCCC